bis(4-(diphenylsulfonio)phenyl) sulfide hexafluoro-antimonate F[Sb-](F)(F)(F)(F)F.C1(=CC=CC=C1)[S+](C1=CC=C(C=C1)SC1=CC=C(C=C1)[S+](C1=CC=CC=C1)C1=CC=CC=C1)C1=CC=CC=C1.F[Sb-](F)(F)(F)(F)F